2-((2-methylimidazo[2,1-b]thiazol-6-yl)methyl)-5-phenyl-2,7-naphthyridin-1(2H)-one CC1=CN2C(S1)=NC(=C2)CN2C(C1=CN=CC(=C1C=C2)C2=CC=CC=C2)=O